C[C@@H]1CN[C@H](CO1)C (2R,5S)-2,5-dimethylmorpholine